[Cl-].C[N+](CCCCCCCCCCCCCCCCCC)(CCCCCCCCCCCCCCCCCC)C N,N-dimethyl-N-octadecyloctadecan-1-aminium chloride